C(C)N(CCC)CCC1=CNC2=CC=CC(=C12)OC N-ethyl-N-(2-(4-methoxy-1H-indol-3-yl)ethyl)propan-1-amine